4-[1-Cyclopropyl-3-(5-fluoro-2-pyridyl)pyrazol-4-yl]-6-methyl-1H-pyrazolo[3,4-b]pyridine C1(CC1)N1N=C(C(=C1)C1=C2C(=NC(=C1)C)NN=C2)C2=NC=C(C=C2)F